6-methyl-pyridine-3-carboxamide CC1=CC=C(C=N1)C(=O)N